CC=1OC(=CC1S(=O)(=O)N)C 2,5-dimethylfuran-3-sulfonamide